Benzyl ((1S,5S)-3-oxabicyclo[3.1.0]hexan-1-yl)carbamate [C@]12(COC[C@H]2C1)NC(OCC1=CC=CC=C1)=O